N2-(3-(2-fluoro-3-(pyrrolidin-1-yl)propoxy)phenyl)-N4-methylpyrimidine-2,4-diamine FC(COC=1C=C(C=CC1)NC1=NC=CC(=N1)NC)CN1CCCC1